[Pb].[Fe].[Ni] nickel-iron lead